O1[C@@H]([C@H]1C(=O)OCC)C(=O)OCC diethyl (2S,3S)-oxirane-2,3-dicarboxylate